BrC(C(=O)N1C=CC2=CC=C(C=C12)OC(F)(F)F)C1=CC=C(C=C1)Cl 2-bromo-2-(4-chlorophenyl)-1-(6-(trifluoromethoxy)indol-1-yl)ethanone